N-[(3-{8-bromo-3-[(trifluoromethyl)sulfanyl]indolizin-2-yl}-1,2,4-thiadiazol-5-yl)methyl]-1-tert-butylpyrrole-3-carboxamide BrC1=CC=CN2C(=C(C=C12)C1=NSC(=N1)CNC(=O)C1=CN(C=C1)C(C)(C)C)SC(F)(F)F